OC[C@H]1O[C@@H]([C@H]([C@H]([C@@H]1O)O)O)OC (2r,3s,4s,5s,6s)-2-(hydroxymethyl)-6-methoxytetrahydro-2H-pyran-3,4,5-triol